5-(5-(1-oxaspiro[4.4]nonan-2-ylmethoxy)-2-methylpyridin-4-yl)-N-(2,6-dimethylpyrimidin-4-yl)pyrazolo[1,5-a]pyridin-2-amine O1C(CCC12CCCC2)COC=2C(=CC(=NC2)C)C2=CC=1N(C=C2)N=C(C1)NC1=NC(=NC(=C1)C)C